7-(4-amino-5-chloropyridin-2-yl)hexahydro-3H-oxazolo[3,4-a]pyrazin-3-one NC1=CC(=NC=C1Cl)N1CC2N(CC1)C(OC2)=O